C(CCC)PC1=C(C=CC=C1)C1=C(C=C(C=C1C(C)C)C(C)C)C(C)C butyl({2-[2,4,6-tris(propan-2-yl)phenyl]phenyl})phosphane